C(#N)/C=C/C1=CC(=C(C(=C1)C)NC1=NC(=NC=C1)NC1=CC=C(C#N)C=C1)C 4-[[4-[[4-[(E)-2-cyanoethenyl]-2,6-dimethylphenyl]amino]-2-pyrimidinyl]amino]benzonitrile